BrC1=CC(=C(C(=O)NC(NC2=C(C=CC=C2)Cl)=O)C=C1Cl)F 4-bromo-5-chloro-N-((2-chlorophenyl)carbamoyl)-2-fluorobenzamide